N-prop-2-ynyl-1-[[5-[5-(trifluoromethyl)-1,2,4-oxadiazol-3-yl]-2-thienyl]methyl]pyrazole-3-carboxamide C(C#C)NC(=O)C1=NN(C=C1)CC=1SC(=CC1)C1=NOC(=N1)C(F)(F)F